FC=1C(=C(C=CC1)C=1CCCC2=C(C1C1=C(C=C(C=C1)CC1CN(C1)CCCF)F)C=CC=C2)C 8-(3-Fluoro-2-methylphenyl)-9-(2-fluoro-4-((1-(3-fluoropropyl)azetidin-3-yl)methyl)phenyl)-6,7-dihydro-5H-benzo[7]annulen